The molecule is a 2-carboxyacyl-CoA that results from the formal condensation of the thiol group of coenzyme A with the carboxy group of 2-carboxymyristic acid. It is a conjugate acid of a 2-carboxymyristoyl-CoA(5-). CCCCCCCCCCCCC(C(=O)O)C(=O)SCCNC(=O)CCNC(=O)[C@@H](C(C)(C)COP(=O)(O)OP(=O)(O)OC[C@@H]1[C@H]([C@H]([C@@H](O1)N2C=NC3=C(N=CN=C32)N)O)OP(=O)(O)O)O